ethyl 2,4-dichloro-6-methyl-pyridine-3-carboxylate ClC1=NC(=CC(=C1C(=O)OCC)Cl)C